3,6-dichloropyrazine ClC=1C=NC(=CN1)Cl